1-(4-(tert-butyl)phenyl)-2-(phenylseleno)ethan-1-one C(C)(C)(C)C1=CC=C(C=C1)C(C[Se]C1=CC=CC=C1)=O